N[C@H]([C@@H](CC1=C(C=CC(=C1)O)S(=O)(=O)NCC(C)C)O)CC1=CC=CC=C1 ((2R,3S)-3-amino-2-hydroxy-4-phenylbutyl)-4-hydroxy-N-isobutylbenzenesulfonamide